Cl.N1CCC(CC1)C1=CC=C(OC2C(NC(CC2)=O)=O)C=C1 3-[4-(4-piperidyl)phenoxy]piperidine-2,6-dione hydrochloride